CC1=CC=C(C(=N1)C(=O)N1[C@@H]2[C@@H](C[C@H](C1)C2)NC=2N=NC(=CC2)C(F)(F)F)C2=NC=CC=N2 (6-methyl-3-(pyrimidin-2-yl)pyridin-2-yl)((1S,4S,6R)-6-((6-(trifluoromethyl)pyridazin-3-yl)amino)-2-azabicyclo[2.2.1]heptan-2-yl)methanone